bis(3-maleimidophenoxy)benzene C1(C=CC(N1C=1C=C(OC2=C(C=CC=C2)OC2=CC(=CC=C2)N2C(C=CC2=O)=O)C=CC1)=O)=O